ClC1=CC=C(C=C1)NC(=O)NC1=CC(=C(C=C1)Cl)Cl 1-(4-Chlorophenyl)-3-(3,4-dichlorophenyl)urea